COC1=C(C=CC=C1)C1=CC=2C(=NC=CN2)N1 6-(2-methoxyphenyl)-5H-pyrrolo[2,3-b]Pyrazine